2-(Dichloromethyl)-6-(trifluoromethyl)-1H-benzo[d]imidazole ClC(C1=NC2=C(N1)C=C(C=C2)C(F)(F)F)Cl